FC1(C2CN(C(C1)C2)C2=NC(=CC=C2C(C)O)N2C=NC1=C2C=CC(=C1)NC=1N=NC(=CC1)C)F 1-[2-(5,5-difluoro-2-azabicyclo[2.2.1]heptan-2-yl)-6-[5-[(6-methylpyridazin-3-yl)amino]benzimidazol-1-yl]-3-pyridyl]ethanol